N1,N3-bis(trimethylsilyl)propan-1,3-diamine C[Si](NCCCN[Si](C)(C)C)(C)C